C(=C)C12C=CC(CC1)C2 vinyl-2-norbornene